1-(1-bicyclo[1.1.1]pentanyl)-3-[[2-(difluoromethoxy)pyridin-4-yl]methyl]urea C12(CC(C1)C2)NC(=O)NCC2=CC(=NC=C2)OC(F)F